(2S)-2-[2-[tert-Butoxycarbonyl-(methyl)amino]-ethylamino]-3-methyl-butanoic acid benzyl ester C(C1=CC=CC=C1)OC([C@H](C(C)C)NCCN(C)C(=O)OC(C)(C)C)=O